2-fluoro-N-[3-(4-hydroxybut-1-ynyl)-2-pyridyl]-N-[(3R)-3-piperidyl]-4-(triazolo[4,5-b]pyridin-3-yl)benzamide FC1=C(C(=O)N([C@H]2CNCCC2)C2=NC=CC=C2C#CCCO)C=CC(=C1)N1N=NC=2C1=NC=CC2